(S)-N-((S)-3-oxo-1-((S)-2-oxopyrrolidin-3-yl)-4-(trifluoromethoxy)butan-2-yl)-5-(2-phenylacetyl)-5-azaspiro[2.4]heptane-6-carboxamide O=C([C@H](C[C@H]1C(NCC1)=O)NC(=O)[C@H]1N(CC2(CC2)C1)C(CC1=CC=CC=C1)=O)COC(F)(F)F